ClC=1C=C(C(=O)OC)C=C(C1N1N=CC=2C=NC(=CC21)NC2=NC=NC(=C2)C)Cl methyl 3,5-dichloro-4-(6-((6-methylpyrimidin-4-yl)amino)-1H-pyrazolo[4,3-c]pyridin-1-yl)benzoate